[Si](C)(C)(C(C)(C)C)OCCC#C 4-(tert-Butyldimethylsilyloxy)-1-butyne